3-(5-(((1S,2S)-2-(3-(benzyloxy)azetidin-1-yl)cyclopentyl)oxy)-1-oxoisoindolin-2-yl)piperidine-2,6-dione C(C1=CC=CC=C1)OC1CN(C1)[C@@H]1[C@H](CCC1)OC=1C=C2CN(C(C2=CC1)=O)C1C(NC(CC1)=O)=O